2-carbonyl-4-(hydroxymethylphosphono)butanoic acid C(=O)=C(C(=O)O)CCP(=O)(OCO)O